C(C1=CC=CC=C1)N1C[C@H]2[C@@H](C1)C(N[C@@H]2C(=O)N)=O (1S,3aS,6aR)-5-benzyl-3-oxooctahydropyrrolo[3,4-c]pyrrole-1-carboxamide